calcium-magnesium-boron-zinc-iron-potassium [K].[Fe].[Zn].[B].[Mg].[Ca]